ClC=1C=C(C=NC1N1N=CC=N1)NC(=O)C=1C=NN(C1C(F)(F)F)C1=C2CN(C(C2=CC=C1)=O)C(=O)OC(C)(C)C tert-Butyl 4-(4-((5-chloro-6-(2H-1,2,3-triazol-2-yl)pyridin-3-yl)carbamoyl)-5-(trifluoromethyl)-1H-pyrazol-1-yl)-1-oxoisoindoline-2-carboxylate